C1NCC12CC(C2)C2=NN=C(O2)[C@@]21CN(C[C@]1(C2)C(F)(F)F)C2=C1C=CC=NC1=C(C=C2)C#N 5-((1S,5R)-1-(5-(2-azaspiro[3.3]heptane-6-yl)-1,3,4-oxadiazol-2-yl)-5-(trifluoromethyl)-3-azabicyclo[3.1.0]hexane-3-yl)quinoline-8-carbonitrile